C(C1=CC=CC=C1)OC(=O)N1[C@H](CN(CC1)C=1C2=C(N=C(N1)Cl)C(=CN2)CC2=CC(=CC1=CC=CC=C21)OC(C(C)(C)C)=O)CC#N (S)-4-(2-chloro-7-((3-(pivaloyloxy)naphthalen-1-yl)methyl)-5H-pyrrolo[3,2-d]pyrimidin-4-yl)-2-(cyanomethyl)piperazine-1-carboxylic acid benzyl ester